IC1=NC=2N(C(NC(C2N1CC#CC)=O)=O)C 8-iodo-7-(2-butynyl)-3-methyl-1H-purine-2,6(3H,7H)-dione